4-BROMO-5-METHOXYINDOLE-3-CARBOXALDEHYDE BrC1=C2C(=CNC2=CC=C1OC)C=O